C1(=CC=CC2=CC=CC=C12)C(C)N1CC2=CC(=CC=C2CC1)N 2-(1-(Naphthalen-1-yl)ethyl)-1,2,3,4-tetrahydroisoquinolin-7-amine